Sec-Butanol C(C)(CC)O